4-hydroxybenzyl-1,3-dithiane OC1=CC=C(CC2SCCCS2)C=C1